NC=1C=NC=C(C1OC1C2C3=C(C1CC2)C=C(C=C3)OC3=C(C=NC=C3C(F)(F)F)N)C(F)(F)F 3,6-bis(3-amino-5-trifluoromethyl-4-pyridyloxy)benzonorbornene